4-(3-(8-benzyloxyquinolin-2-yl)phenyl)2,6-diphenyl-1,3,5-triazine C(C1=CC=CC=C1)OC=1C=CC=C2C=CC(=NC12)C=1C=C(C=CC1)C1=NC(=NC(=N1)C1=CC=CC=C1)C1=CC=CC=C1